(E)-1-bromo-4-(prop-1-en-1-yl)benzene BrC1=CC=C(C=C1)\C=C\C